(1-(6-(6-(difluoromethyl)imidazo[1,2-b]pyridazin-3-yl)pyrimidin-4-yl)-2-methylpiperidin-3-yl)methanol tert-Butyl-(7-bromobenzo[d][1,3]dioxolan-4-yl)carbamate C(C)(C)(C)N(C(=O)OCC1C(N(CCC1)C1=NC=NC(=C1)C1=CN=C2N1N=C(C=C2)C(F)F)C)C2=CC=C(C=1OCOC12)Br